C(C)OC1=C(C=CC=C1)C1=C(SC2=C1N=C(N=C2)NC2=CC=C(C=1CCOC12)C1CCNCC1)C 7-(2-ethoxyphenyl)-6-methyl-N-[4-(piperidin-4-yl)-2,3-dihydro-1-benzofuran-7-yl]thieno[3,2-d]pyrimidin-2-amine